bromospiro[cyclopropane-1,1'-inden]-3'(2'H)-one BrC1C2(C3=CC=CC=C3C1=O)CC2